N-Acryloylpiperidine-4-carboxylic Acid C(C=C)(=O)N1CCC(CC1)C(=O)O